OC1=C(C2=C(C3=C(C(O2)=O)C=C(C(=C3O)O)O)C=C1)O 3,4,8,9,10-Pentahydroxy-dibenzopyran-6-one